3-[[3,3-difluoro-1-(3-nitrophenyl)cyclobutyl]methyl]-4-methyl-1,2,4-triazole FC1(CC(C1)(C1=CC(=CC=C1)[N+](=O)[O-])CC1=NN=CN1C)F